C(#N)N1CC=2NN=C(C2C1)C=1C=CC(=NC1)C(=O)NC 5-(5-Cyano-1,4,5,6-tetrahydropyrrolo[3,4-c]pyrazol-3-yl)-N-methylpicolinamide